(1-(4-fluorophenyl)-8-methoxy-9-(2-methyl-2H-tetrazol-5-yl)-5,6-dihydropyrrolo[2,1-a]isoquinolin-3-yl)methanone FC1=CC=C(C=C1)C=1C=C(N2C1C1=CC(=C(C=C1CC2)OC)C=2N=NN(N2)C)C=O